(S)-N-(6-chloro-4-(1-methoxyethyl)-1,5-naphthyridine-3-yl)-N'-(6-(2H-1,2,3-triazole-2-yl)-5-(trifluoromethyl)pyridine-3-yl)urea ClC=1N=C2C(=C(C=NC2=CC1)NC(=O)NC=1C=NC(=C(C1)C(F)(F)F)N1N=CC=N1)[C@H](C)OC